ClC=1N=CC(=NC1)N1C(NC(C1=O)(C)CC)=O 3-(5-chloropyrazin-2-yl)-5-ethyl-5-methylimidazolidine-2,4-dione